IC1=CC=C(C=C1)N1CCN(CC1)C(=O)OC(C)(C)C tert-butyl 4-(4-iodophenyl)piperazine-1-carboxylate